CS(=O)(=O)CC(CC)(C)OC 3-(methylsulfonylmethyl)-3-methyloxybutane